C(CCC)OC1=CC=C(C=C1)C=CC(=O)C1=CC=C(C=C1)O 3-(4-Butoxyphenyl)-1-(4-hydroxyphenyl)prop-2-en-1-one